7-(3-(ethoxymethoxy)-8-ethyl-7-fluoronaphthalen-1-yl)-8-fluoro-2-(((2R,7aS)-2-fluorotetrahydro-1H-pyrrolizin-7a(5H)-yl)methoxy)-4-(2,2,2-trifluoroethoxy)pyrido[4,3-d]pyrimidine C(C)OCOC=1C=C(C2=C(C(=CC=C2C1)F)CC)C1=C(C=2N=C(N=C(C2C=N1)OCC(F)(F)F)OC[C@]12CCCN2C[C@@H](C1)F)F